2-acryloxymethylthio-5-n-hexylthio-1,3,4-thiadiazole C(C=C)(=O)OCSC=1SC(=NN1)SCCCCCC